N-(4-{7-(4-cyanophenyl)-5-[4-(dimethylamino)piperidin-1-yl]imidazo[1,2-c]pyrimidin-8-yl}-2-fluorobenzyl)-N,N',N'-trimethylurea C(#N)C1=CC=C(C=C1)C1=C(C=2N(C(=N1)N1CCC(CC1)N(C)C)C=CN2)C2=CC(=C(CN(C(=O)N(C)C)C)C=C2)F